C(C)N1C[C@@H]2[C@H](CC1)CCN2C2=CC=C(N=N2)C2=C(C=C(C#N)C=C2C)O 4-[6-[(3aR,7aS)-6-Ethyl-3,3a,4,5,7,7a-hexahydro-2H-pyrrolo[2,3-c]pyridin-1-yl]pyridazin-3-yl]-3-hydroxy-5-methyl-benzonitrile